FC(C(F)(F)F)(C(F)(F)F)S(=O)(=O)O.FC(C(F)(F)F)(C(F)(F)F)S(=O)(=O)O.C1(O)=CC=C(O)C=C1 hydroquinone bis(perfluoro 1-methylethylsulfonate)